C[C@H]1N(CCOC1)C1C2(CCC(CC1O)O2)C2=C1C(=NC=C2)N(N=C1)C1=NNC=C1 [(3R)-3-methylmorpholin-4-yl]-1-(1H-pyrazol-3-yl)-1H-pyrazolo[3,4-b]pyridin-4-yl-8-oxabicyclo[3.2.1]octan-3-ol